FC1=C(C=CC(=C1)C1=NN(C=N1)C1=CC(=CC=C1)OC(F)(F)F)NC(=O)\N=C\1/SCC(N1C1=C(C=CC(=C1)C)C(C)C)=O (Z)-1-(2-fluoro-4-(1-(3-(trifluoromethoxy)phenyl)-1H-1,2,4-triazol-3-yl)phenyl)-3-(3-(2-isopropyl-5-methylphenyl)-4-oxothiazolidin-2-ylidene)urea